C(C)C=1N=C2N(N=C(C=C2NC)NC2=C(C(=CC=C2)C2=NC=C(C=C2)C=O)OC)C1C(=O)N ethyl-6-{[3-(5-formylpyridin-2-yl)-2-methoxyphenyl]amino}-8-(methylamino)imidazo[1,2-b]pyridazine-3-carboxamide